C(C)S(=O)(=O)N1N=CC2=CC(=C(C=C12)C=1C2=C(C(N(C1)C)=O)NC=C2)[N+](=O)[O-] 4-(1-(ethylsulfonyl)-5-nitro-1H-indazol-6-yl)-6-methyl-7-oxo-6,7-dihydro-1H-pyrrolo[2,3-c]pyridine